(E)-N-(1-phenyl-3-(1H-1,2,4-triazol-1-yl)propan-2-yl)-3-(quinolin-2-yl)acrylamide C1(=CC=CC=C1)CC(CN1N=CN=C1)NC(\C=C\C1=NC2=CC=CC=C2C=C1)=O